7-bromo-2-(4-chloro-2-fluorobenzyl)benzo[d]oxazole BrC1=CC=CC=2N=C(OC21)CC2=C(C=C(C=C2)Cl)F